1-(3-fluoro-4-{4-[2-(6-methylpyridin-3-yl)acetamido]-1H-1,2,3-triazol-1-yl}butyl)-N-[(6-methylpyridin-3-yl)methyl]-1H-1,2,3-triazole-4-carboxamide FC(CCN1N=NC(=C1)C(=O)NCC=1C=NC(=CC1)C)CN1N=NC(=C1)NC(CC=1C=NC(=CC1)C)=O